N2-(4-(4-(azetidin-3-yl)piperazin-1-yl)phenyl)-9-cyclopentyl-N8-phenyl-9H-purine-2,8-diamine N1CC(C1)N1CCN(CC1)C1=CC=C(C=C1)NC1=NC=C2N=C(N(C2=N1)C1CCCC1)NC1=CC=CC=C1